BrC=1C=C(C(NC1)=O)C 5-Bromo-3-methylpyridin-2(1H)-one